1'H-Spiro[cyclopropane-1,4'-isoquinoline]-2',7'(3'H)-dicarboxylic acid 2'-(tert-butyl) 7'-methyl ester COC(=O)C1=CC=C2C3(CN(CC2=C1)C(=O)OC(C)(C)C)CC3